7-chloro-3-(2,6-dichloro-3,5-dimethoxyphenyl)-2H-pyrano[3,2-c]pyridin-2-one ClC1=CC2=C(C=N1)C=C(C(O2)=O)C2=C(C(=CC(=C2Cl)OC)OC)Cl